4-methyl-2-phenyl-5-hydroxymethyl-1H-imidazole CC=1N=C(NC1CO)C1=CC=CC=C1